6-((2-(1-(cyclopropylsulfonyl)-1H-pyrazol-4-yl)pyrimidin-4-yl)amino)-4-(isopropylamino)pyridine C1(CC1)S(=O)(=O)N1N=CC(=C1)C1=NC=CC(=N1)NC1=CC(=CC=N1)NC(C)C